C1(CC1)OC1=NC=NC(=C1B(O)O)OC (4-cyclopropyloxy-6-methoxypyrimidin-5-yl)boronic acid